C(C)(C)(C)C1CC=2C=C(C(=NC2C=2N1C=C(C(C2)=O)C(=O)O)Cl)OCC2CC2 6-(tert-butyl)-2-chloro-3-(cyclopropylmethoxy)-10-oxo-6,10-dihydro-5H-pyrido[1,2-H][1,7]naphthyridine-9-carboxylic acid